ClC=1C(=NC(=NC1)NC1CCOCC1)C1=CC=C2CN(C(C2=C1)=O)[C@@H](C(=O)N[C@H](CO)C1=NC(=CC=C1)N(C)C)C (2R)-2-(6-{5-chloro-2-[(oxan-4-yl)amino]pyrimidin-4-yl}-1-oxo-2,3-dihydro-1H-isoindol-2-yl)-N-[(1S)-1-[6-(dimethylamino)pyridin-2-yl]-2-hydroxyethyl]propanamide